C(CCC)C=1NC=2C(=C3C(=NC2)NC=C3C(=O)N)N1 n-butyl-3,6-dihydroimidazo[4,5-d]pyrrolo[2,3-b]pyridine-8-carboxamide